6-isopropyl-chinolin C(C)(C)C=1C=C2C=CC=NC2=CC1